(R or S)-5-chloro-2-fluoro-4-{[4-({[2-(4-methoxybenzyl)pyrrolidin-2-yl]methyl}amino)butyl]amino}-N-1,3-thiazol-2-ylbenzenesulfonamide ClC=1C(=CC(=C(C1)S(=O)(=O)NC=1SC=CN1)F)NCCCCNC[C@]1(NCCC1)CC1=CC=C(C=C1)OC |o1:24|